Nα,Nα-dimethyl-L-histidine CN([C@@H](CC1=CNC=N1)C(=O)O)C